FC1=CC2=C(N(C(N=C2N2C[C@@H](N(CC2)C(C=C)=O)C)=O)C2=C(C=CC=C2C(C)C)C)N=C1C1=C(C=CC=C1O)F 6-Fluoro-7-(2-fluoro-6-hydroxyphenyl)-1-(2-methyl-6-(2-propanyl)phenyl)-4-((3S)-3-methyl-4-(2-propenoyl)-1-piperazinyl)pyrido[2,3-d]pyrimidin-2(1H)-one